9-(pyridin-2-yl)-6-oxaspiro[4.5]decane-8-carboxylic acid methyl ester COC(=O)C1COC2(CCCC2)CC1C1=NC=CC=C1